tert-butyl 4-[1-[4-[(2,6-dioxo-3-piperidyl)amino]-2-fluoro-phenyl]-4-piperidyl]piperidine-1-carboxylate O=C1NC(CCC1NC1=CC(=C(C=C1)N1CCC(CC1)C1CCN(CC1)C(=O)OC(C)(C)C)F)=O